(1s,4s)-N1-(2-chloro-5-((1-(2,2,2-trifluoroethyl)-1H-pyrazol-4-yl)ethynyl)pyridin-4-yl)-N4-(2-fluoroethyl)cyclohexane-1,4-diamine ClC1=NC=C(C(=C1)NC1CCC(CC1)NCCF)C#CC=1C=NN(C1)CC(F)(F)F